(2R,3S,4S)-2-[(4-cyclopropoxyphenyl)methyl]-4-hydroxypyrrolidin-3-yl N-[(3-fluorophenyl)methyl]carbamate FC=1C=C(C=CC1)CNC(O[C@H]1[C@H](NC[C@@H]1O)CC1=CC=C(C=C1)OC1CC1)=O